C1(CC1)C1=NC2=CC=C(C=C2C(=N1)N1CC2(C1)CN(C2)C2=C(C=CC=C2)OC)N(CCO)C 2-({2-cyclopropyl-4-[6-(2-methoxy-phenyl)-2,6-diaza-spiro[3.3]hept-2-yl]-quinazolin-6-yl}-methyl-amino)-ethanol